N2,N2-Dimethyl-N5-[3-methyl-2-(1-piperidinyl)phenyl]thiophene-2,5-disulfonamide CN(S(=O)(=O)C=1SC(=CC1)S(=O)(=O)NC1=C(C(=CC=C1)C)N1CCCCC1)C